Chloro(2-dicyclohexylphosphino-2',6'-diisopropoxy-1,1'-bi-phenyl) ClC=1C(=C(C=CC1)C1=C(C=CC=C1OC(C)C)OC(C)C)P(C1CCCCC1)C1CCCCC1